BrC=1C=C(C2=C(N=CS2)C1)OC 5-bromo-7-methoxy-1,3-benzothiazole